bromo-4-ethyl-3-fluorobenzonitrile BrC1=C(C#N)C=CC(=C1F)CC